C(CCCCCCCCC)N(CCCCCCCCCC)[SiH2]C=C(C)C (didecylamino)(dimethyl)vinylsilane